O.C(C(=O)[O-])(=O)[O-].[Fe+2] iron (II) oxalate hydrate